C(C)OC(=O)C1=CN=C(O1)C1=CCC(CC1)O 2-(4-hydroxycyclohex-1-en-1-yl)oxazole-5-carboxylic acid ethyl ester